CC=1C(C=CC(C1)=O)=O 2-methylcyclohexa-2,5-diene-1,4-dione